trans-(3S)-1-(5-(2-([2,2'-bipyrimidin]-5-yl)cyclopropyl)-2-fluorophenyl)pyrrolidin-3-ol N1=C(N=CC(=C1)[C@H]1[C@@H](C1)C=1C=CC(=C(C1)N1C[C@H](CC1)O)F)C1=NC=CC=N1